FC=1C(=CC2=CN(N=C2C1[N+](=O)[O-])C1OCCCC1)C(F)(F)F 6-fluoro-7-nitro-2-(tetrahydro-2H-pyran-2-yl)-5-(trifluoromethyl)-2H-indazole